((1H-pyrazol-3-yl)methyl)-6-(benzofuran-5-ylsulfonyl)phthalazin-1(2H)-one N1N=C(C=C1)CN1C(C2=CC=C(C=C2C=N1)S(=O)(=O)C=1C=CC2=C(C=CO2)C1)=O